titanium (2-ethylhexanol) C(C)C(CO)CCCC.[Ti]